methyl (Z)-3-methoxy-2-[5-(4-methoxycyclohexyl)-2-methyl-phenoxy]prop-2-enoate CO\C=C(\C(=O)OC)/OC1=C(C=CC(=C1)C1CCC(CC1)OC)C